NC[C@@]1(OC2=C(C1)C(=C(C=C2)Cl)C2=C(C(=O)NC)C=CC(=C2F)OC)C2=CC=CC=C2 ((2S,4S)-2-(aminomethyl)-5-chloro-2-phenyl-2,3-dihydrobenzofuran-4-yl)-3-fluoro-4-methoxy-N-methylbenzamide